C(C)(=O)NC1=CC2=C(N(C(=N2)C2=C(C(=CC(=C2)Cl)Cl)O)C(C(=O)O)CC(C)C)C=C1 [5-(acetylamino)-2-(3,5-dichloro-2-hydroxyphenyl)benzo[d]imidazol-1-yl]-4-methylpentanoic acid